O=C1C(C2(CCC2)CC(C1)=O)C(=O)OC Methyl 6,8-dioxospiro[3.5]nonane-5-carboxylate